C1(CC1)C=1C(=CC(=C(CN2CCC3(CN(C(O3)=O)C3CCC(CC3)(C(=O)NCCOCCO)C)CC2)C1)OCC)C1=NC=C(C=C1)F (1s,4s)-4-(8-(5-cyclopropyl-2-ethoxy-4-(5-fluoropyridin-2-yl)benzyl)-2-oxo-1-oxa-3,8-diazaspiro[4.5]decan-3-yl)-N-(2-(2-hydroxyethoxy)ethyl)-1-methylcyclohexanecarboxamide